CC1(OCC(O1)C)C 2,2,4-tri-methyl-1,3-dioxolane